(1S)-(4,4-Difluorocyclohexyl)(7-((6-oxo-2-oxa-5-azaspiro[3.4]octan-7-yl)methyl)imidazo[1,2-b]pyridazin-2-yl)methanaminium 2,2,2-trifluoroacetate FC(C(=O)[O-])(F)F.FC1(CCC(CC1)[C@H]([NH3+])C=1N=C2N(N=CC(=C2)CC2C(NC3(COC3)C2)=O)C1)F